methyl 4-amino-1-(2,3-dihydro-1-benzofuran-5-yl)-2-oxo-7-(trifluoromethyl)-1,2-dihydroquinoline-3-carboxylate NC1=C(C(N(C2=CC(=CC=C12)C(F)(F)F)C=1C=CC2=C(CCO2)C1)=O)C(=O)OC